cyclopenta[c]pyrrole-1-carboxamide C1(=NC=C2C1=CC=C2)C(=O)N